2-chloro-4-fluoro-1-methylbenzene ClC1=C(C=CC(=C1)F)C